N-(2,6-dichlorobenzoyl)-N'-(4-tert-butylphenyl)urea ClC1=C(C(=O)NC(=O)NC2=CC=C(C=C2)C(C)(C)C)C(=CC=C1)Cl